ClC[C@@H](CC#N)O (R)-4-chloro-3-hydroxybutanenitrile